4-amino-N-cyclopropyl-2-methyl-N-((5-(trifluoromethyl)pyridin-2-yl)methyl)pyrrolo[1,2-a]quinoxaline-8-formamide NC=1C=2N(C3=CC(=CC=C3N1)C(=O)N(CC1=NC=C(C=C1)C(F)(F)F)C1CC1)C=C(C2)C